N1=CC=CC2=C(C=CC=C12)C=1C=NN2C1N=CC(=C2)C2=CC=C(C=C2)N2CCN(CC2)CCOCCOCCNC(OC(C)(C)C)=O tert-butyl (2-(2-(2-(4-(4-(3-(quinolin-5-yl)pyrazolo[1,5-a]pyrimidin-6-yl)phenyl)piperazin-1-yl)ethoxy)ethoxy)ethyl)carbamate